O1CCN(CC1)C(=O)N1CCC(=CC1)C#C[Si](C)(C)C morpholino(4-((trimethylsilyl)ethynyl)-3,6-dihydropyridin-1(2H)-yl)methanone